NC(CCCN(CC)CC)C 4-Amino-1-diethylaminopentane